OCC1=CC=C(C=C1)C1=CC=C(S1)CN1C(NN=C1)=O 4-({5-[4-(hydroxymethyl)phenyl]thiophen-2-yl}methyl)-2,4-dihydro-3H-1,2,4-triazol-3-one